COC=1C=C2C(=NC=NC2=CC1OC)OC1=CC=C(CS(=O)(C)=N)C=C1 (4-((6,7-dimethoxyquinazolin-4-yl)oxy)benzyl)(imino)(methyl)-λ6-sulfanone